2-amino-9-[(1S,3R,4S)-4-benzyloxy-3-hydroxymethyl-2-methylenecyclopentyl]-1,9-dihydro-6H-purin-6-one NC=1NC(C=2N=CN(C2N1)[C@@H]1C([C@@H]([C@H](C1)OCC1=CC=CC=C1)CO)=C)=O